C1(CC1)C[C@@H](C(=O)OCC#C)NC(C[C@H]1N(C(CC1)=O)CC1=C(C(=CC(=C1)F)F)F)=O Prop-2-yn-1-yl (S)-3-cyclopropyl-2-(2-((S)-5-oxo-1-(2,3,5-trifluorobenzyl)pyrrolidin-2-yl)acetamido)propanoate